CC=1N=CN(C1)C=1C=C(C=C(C1)C(F)(F)F)NC(C1=CN=CC(=C1)C#CC1=CN=C2N1N=C(C=C2)N2CCOCC2)=O N-(3-(4-methyl-1H-imidazol-1-yl)-5-(trifluoromethyl)phenyl)-5-((6-morpholinoimidazo[1,2-b]pyridazin-3-yl)ethynyl)nicotinamide